C(C)OC(COC(=O)C1=C(NC=C1C)C)=O (2-ethoxy-2-oxoethyl)-2,4-dimethyl-1H-pyrrole-3-carboxylate